N1=C2C(=NC=C1)NC=C2C=2SC=C(N2)C=2C=C(C=CC2)[C@@](C)(O)C=2NC=CN2 (R)-1-(3-(2-(5H-pyrrolo[2,3-b]pyrazin-7-yl)thiazol-4-yl)phenyl)-1-(1H-imidazol-2-yl)ethan-1-ol